2,2,3,3,6-pentafluoro-2,3-dihydro-1H-inden-1-ol FC1(C(C2=CC(=CC=C2C1(F)F)F)O)F